(R)-3-((R)-hydroxy(6-(2-hydroxy-4-(trifluoromethyl)phenyl)-5-methylpyridazin-3-yl)methyl)piperidine-1-carboxylic acid tert-butyl ester C(C)(C)(C)OC(=O)N1C[C@@H](CCC1)[C@H](C=1N=NC(=C(C1)C)C1=C(C=C(C=C1)C(F)(F)F)O)O